The molecule is a boron-containing macrolide antibiotic that is isolated from Streptomyces antibioticus. It has a role as an antibacterial agent, an anti-HIV agent and a bacterial metabolite. It is a zwitterion, an organoboron compound, a macrolide antibiotic, an oxaspiro compound and a macrodiolide. [B-]123O[C@H]4C(=O)O[C@@H](C/C=C\\CC[C@@H](C([C@@H]5CC[C@H]([C@@](O1)(O5)[C@@H](O2)C(=O)O[C@H]6C[C@@H](CCC[C@H](C([C@@H]7CC[C@H]([C@@]4(O3)O7)C)(C)C)O)O[C@@H]6C)C)(C)C)O)[C@@H](C)OC(=O)[C@@H](C(C)C)[NH3+]